O=C1N2C(NN(C1)CC=C)CNC(C2)=O 4,7-dioxo-2-(prop-2-en-1-yl)hexahydro-2H-pyrazino[2,1-c][1,2,4]triazine